O[C@@H](C(=O)N1[C@@H](CCC1)C(=O)N[C@@H](C[C@H]1C(NCC1)=O)C(COC(F)(F)F)=O)CC(C)C (S)-1-((R)-2-hydroxy-4-methylpentanoyl)-N-((S)-3-oxo-1-((S)-2-oxopyrrolidin-3-yl)-4-(trifluoromethoxy)butan-2-yl)pyrrolidine-2-carboxamide